ClC(Cl)[SiH2]C=C[SiH2]C(Cl)Cl 1,2-bis-dichloromethylsilylethene